N-(4-fluoro-3-nitrophenyl)-7-(4-fluorophenyl)pyrazolo[1,5-a]pyrimidine FC1=C(C=C(C=C1)N1CC=C2N1C(=CC=N2)C2=CC=C(C=C2)F)[N+](=O)[O-]